(trifluoromethyl)aniline hydrochloride Cl.FC(F)(F)NC1=CC=CC=C1